3-Methyl-2,4-nonandion CC(C(C)=O)C(CCCCC)=O